C(C=CCC)(=O)O 13E,17Z-pentaenoic acid